bromo-7-(1-cyclopropylethoxy)-2-(1-methyl-2-oxabicyclo[2.1.1]hexan-4-yl)imidazo[1,2-a]pyridine BrC1=C(N=C2N1C=CC(=C2)OC(C)C2CC2)C21COC(C2)(C1)C